(1-(4-cyclobutyl-5-(5-ethyl-4H-1,2,4-triazol-3-yl)-2-methylbenzoyl)-2-methylpiperidin-4-yl)benzonitrile C1(CCC1)C1=CC(=C(C(=O)N2C(CC(CC2)C2=C(C#N)C=CC=C2)C)C=C1C1=NN=C(N1)CC)C